6-(3-Chloro-6-(difluoromethyl)-2-fluorophenyl)-N-(1-((S or R)-1-(5-((1R,5S)-2-oxo-3-azabicyclo[3.1.0]hexan-3-yl)pyrimidin-2-yl)ethyl)-1H-pyrazol-4-yl)pyrazine-2-carboxamide ClC=1C(=C(C(=CC1)C(F)F)C1=CN=CC(=N1)C(=O)NC=1C=NN(C1)[C@@H](C)C1=NC=C(C=N1)N1C([C@@H]2C[C@@H]2C1)=O)F |o1:24|